4-[5-(2-aminoethyl)pyridin-2-yl]-3-(2-methyl-5-piperidin-1-ylpyrazol-3-yl)oxybenzonitrile NCCC=1C=CC(=NC1)C1=C(C=C(C#N)C=C1)OC=1N(N=C(C1)N1CCCCC1)C